(7-(4-(4-(benzo[b]thiophen-4-yl)piperazin-1-yl)butoxy)quinolin-2-yloxy)methyl pivalate C(C(C)(C)C)(=O)OCOC1=NC2=CC(=CC=C2C=C1)OCCCCN1CCN(CC1)C1=CC=CC=2SC=CC21